trans-3-hexen-1-yl acetate C(C)(=O)OCC\C=C\CC